C(C)N1C(NC=2N=CNC(C12)=O)=O 7-ethyl-7,9-dihydro-1H-purine-6,8-dione